C1(=CC=C(C=C1)C1=CC=CC=2C3=C(SC21)C(=CC=C3)C=3C=C(C=CC3)C3=NC(=NC(=N3)C3=C(C(=C(C(=C3[2H])[2H])[2H])[2H])[2H])C3=C(C(=C(C(=C3[2H])[2H])[2H])[2H])[2H])C3=CC=CC=C3 2-{3-(6-(1,1'-biphenyl-4-yl)dibenzothiophen-4-yl)phenyl}-4,6-bis(phenyl-d5)-1,3,5-triazine